(1S,4S)-4-((2-((2,2-dimethyltetrahydro-2H-pyran-4-yl)amino)-5-nitropyrimidin-4-yl)amino)cyclohexane-1-carboxamide CC1(OCC[C@@H](C1)NC1=NC=C(C(=N1)NC1CCC(CC1)C(=O)N)[N+](=O)[O-])C